C(C)(=O)NC1=C(C=CC(=C1)C1=C(N=CS1)C)CNC([O-])=O [[2-acetamido-4-(4-methylthiazol-5-yl)phenyl]methyl]carbamate